1-{4-[5-hydroxy-5-(trifluoromethyl)-4,5-dihydro-1,2-oxazol-3-yl]phenyl}-2-phenylethanone OC1(CC(=NO1)C1=CC=C(C=C1)C(CC1=CC=CC=C1)=O)C(F)(F)F